COC1=NC=CC(=C1)C1=C2CCO[C@H](C2=CC=C1)CN(C(OC(C)(C)C)=O)C tert-butyl (R)-((5-(2-methoxypyridin-4-yl)isochroman-1-yl)methyl)(methyl)carbamate